8-[(1R)-1-Aminoethyl]-3,6-dimethyl-2-(3-pyridyl)chromen-4-one N[C@H](C)C=1C=C(C=C2C(C(=C(OC12)C=1C=NC=CC1)C)=O)C